ON=C(C(=O)N1CCC2(CC(C2)NC2=CC(=NC=N2)C(=O)N)CC1)C 6-((7-(2-(hydroxyimino)propionyl)-7-azaspiro[3.5]nonan-2-yl)amino)pyrimidine-4-carboxamide